FC=1C(=C2C(=NC1)NC(=C2)C(=O)O)C2CCN(CC2)C(C2=CC=C(C=C2)OC(F)(F)F)=O 5-fluoro-4-{1-[4-(trifluoromethoxy)benzoyl]piperidin-4-yl}-1H-pyrrolo[2,3-b]pyridine-2-carboxylic acid